1-([1,2,4]triazolo[1,5-a]pyridin-5-yl)-N-(5-cyano-6-(2H-1,2,3-triazol-2-yl)pyridin-3-yl)-5-(trifluoromethyl)-1H-pyrazole-4-carboxamide N=1C=NN2C1C=CC=C2N2N=CC(=C2C(F)(F)F)C(=O)NC=2C=NC(=C(C2)C#N)N2N=CC=N2